OC(C1(CC=CC=C1)S(=O)(=O)[O-])O bis-hydroxy-1-toluenesulfonate